NCC(=O)O.C(C1=CN=CC=C1)(=O)O.N1C(=O)NC=2N=C(NC2C1=O)O xanthinol nicotinate glycinate